4-(2-{[(2r,7as)-2-fluoro-hexahydro-1H-pyrrolizin-7a-yl]methoxy}-4-{3,8-diazabicyclo[3.2.1]oct-3-yl}-8-fluoropyrido[4,3-d]pyrimidin-7-yl)-5-ethynyl-6-fluoronaphthalen-2-ol F[C@@H]1C[C@@]2(CCCN2C1)COC=1N=C(C2=C(N1)C(=C(N=C2)C2=CC(=CC1=CC=C(C(=C21)C#C)F)O)F)N2CC1CCC(C2)N1